BrC1=C(C=C(C=C1)CN(C(=O)C=1C=NC(=NC1)C1CC1)C1=C(C=C(C=C1)F)S(=O)(=O)C)[N+](=O)[O-] N-[(4-bromo-3-nitrophenyl)methyl]-2-cyclopropyl-N-(4-fluoro-2-methanesulfonylphenyl)pyrimidine-5-carboxamide